CC1=C(C(=CC=C1)C)C=1N=C2NS(C=3C=NC=C(NC(C4CN(CC(OC(C1)=N2)C4)C(=O)OC(C)(C)C)=O)C3)(=O)=O tert-butyl 19-(2,6-dimethylphenyl)-8,15,15-trioxo-2-oxa-15λ6-thia-5,9,12,16,18,21-hexaazatetracyclo[15.3.1.13,7.110,14]tricosa-1(21),10,12,14(22),17,19-hexaene-5-carboxylate